FC1C(CCCC1)N 2-fluorocyclohexane-1-amine